4-[3-[2-(dimethylamino)ethyl]-2-oxo-1,3-benzooxazol-6-yl]-2,2-dimethyl-piperidine-1-carboxylic acid tert-butyl ester C(C)(C)(C)OC(=O)N1C(CC(CC1)C1=CC2=C(N(C(O2)=O)CCN(C)C)C=C1)(C)C